(S)-6-((benzo[d]thiazol-6-yl(1H-1,2,3-triazol-4-yl)methyl)amino)-8-chloro-4-((3-chloro-4-fluorophenyl)amino)quinoline-3-carbonitrile S1C=NC2=C1C=C(C=C2)[C@@H](C=2N=NNC2)NC=2C=C1C(=C(C=NC1=C(C2)Cl)C#N)NC2=CC(=C(C=C2)F)Cl